C[C@@H]1CN(C[C@@H](N1)C)C=1C=C(C=2N(C(C=C(N2)C=2C=CC=3N(N2)C=C(N3)C)=O)C1)C 7-((3R,5S)-3,5-dimethylpiperazin-1-yl)-9-methyl-2-(2-methylimidazo[1,2-b]pyridazin-6-yl)-4H-pyrido[1,2-a]pyrimidin-4-one